(S)-2-(5-ethynyl-6-fluoro-4-(8-fluoro-2-(4-hydroxy-4-methylpiperidin-1-yl)-4-(methyl(pyrrolidin-2-ylmethyl)amino)pyrido[4,3-d]pyrimidin-7-yl)naphthalen-2-yl)-2-methylpropanenitrile C(#C)C1=C2C(=CC(=CC2=CC=C1F)C(C#N)(C)C)C1=C(C=2N=C(N=C(C2C=N1)N(C[C@H]1NCCC1)C)N1CCC(CC1)(C)O)F